C1(=CC=CC=C1)OC(=O)N[C@@H](CS)C(=O)O phenyloxycarbonyl-L-cysteine